OC1C(CCCCCCCCCC1)O 1,2-dihydroxycyclododecane